ClC=1N=C2C(=NC1N1CC3(CN(C3)C(=O)OC(C)(C)C)CC1)N(N=C2)CC(F)F tert-butyl 6-[5-chloro-1-(2,2-difluoroethyl)pyrazolo[3,4-b]pyrazin-6-yl]-2,6-diazaspiro[3.4]octane-2-carboxylate